1,5-Dimercapto-3-oxapentan SCCOCCS